tert-butyl 2-((3-nonyl-1,2,4-oxadiazol-5-yl)methyl)acrylate C(CCCCCCCC)C1=NOC(=N1)CC(C(=O)OC(C)(C)C)=C